C(C)(C)(C)OC(=O)N1CCC(CC1)(C)N1N=NC(=C1C)Br 4-(4-Bromo-5-methyl-triazol-1-yl)-4-methyl-piperidine-1-carboxylic acid tert-butyl ester